P(=O)([O-])([O-])[O-].[Fe+2].[W+4].P(=O)([O-])([O-])[O-] tungsten iron phosphate